FC(OC1=C(C=CC(=C1)N1C[C@@H]2CNC[C@@H]2C1)NC1=NC=C(C(=N1)NC=1C=CC=C2CNC(C12)=O)C(F)(F)F)F 7-((2-((2-(difluoromethoxy)-4-((3aR,6aS)-hexahydropyrrolo[3,4-c]pyrrol-2(1H)-yl)phenyl)amino)-5-(trifluoromethyl)pyrimidin-4-yl)amino)isoindolin-1-one